(S)-1-(1-(3-bromo-5-fluorophenyl)-2-hydroxyethyl)-4-(3-(imidazo[1,2-a]pyridin-6-yl)-1H-indazol-5-yl)pyridin-2(1H)-one BrC=1C=C(C=C(C1)F)[C@@H](CO)N1C(C=C(C=C1)C=1C=C2C(=NNC2=CC1)C=1C=CC=2N(C1)C=CN2)=O